2-(4-chloro-3-(trifluoromethyl)phenyl)-2,6-diazaspiro[3.4]octane trifluoroacetate FC(C(=O)O)(F)F.ClC1=C(C=C(C=C1)N1CC2(C1)CNCC2)C(F)(F)F